N1C=NC=C1S(=O)(=O)Cl Imidazole-5-sulfonyl chloride